(1-(benzo[d][1,3]dioxol-5-yl)-1-oxopropan-2-yl)(methyl)carbamic acid pentyl ester C(CCCC)OC(N(C)C(C(=O)C1=CC2=C(OCO2)C=C1)C)=O